2-(amino-d2)-4-oxo-5-(4-(trifluoromethyl)phenyl-2,3,5,6-d4)-4,5-dihydrofuran-3-yl-5-d phenylmethanesulfonate C1(=CC=CC=C1)CS(=O)(=O)OC1=C(OC(C1=O)([2H])C1=C(C(=C(C(=C1[2H])[2H])C(F)(F)F)[2H])[2H])N([2H])[2H]